[Si](C1=CC=CC=C1)(C1=CC=CC=C1)(C(C)(C)C)OC[C@@H](C1(CC1)C#N)NC(OCC1=CC=CC=C1)=O Benzyl (R)-(2-((tert-butyldiphenylsilyl)oxy)-1-(1-cyanocyclopropyl)ethyl)carbamate